(1S,3S)-3-((6-(5-Chloro-3-(((cyclopentylcarbamoyl)oxy)methyl)thiophen-2-yl)-2-methylpyridin-3-yl)oxy)cyclohexane ClC1=CC(=C(S1)C1=CC=C(C(=N1)C)OC1CCCCC1)COC(NC1CCCC1)=O